C1(=CC=CC=C1)[C@@H](C)OC(=O)NC1=C(C=NN1C1=CC=C(C=C1)C1=CC=C(C=C1)C1(CC1)C(=O)O)C(F)(F)F (R)-1-{4'-[5-(1-phenyl-ethoxycarbonylamino)-4-trifluoromethyl-pyrazol-1-yl]-biphenyl-4-yl}-cyclopropanecarboxylic acid